C1CCC2CCCCC2C1 (4aR,8aR)-decahydronaphthalene